N-cyclopropyl-2,2,2-trifluoro-N-((4-methyl-3-oxoquinuclidin-2-yl)methyl)acetamide C1(CC1)N(C(C(F)(F)F)=O)CC1N2CCC(C1=O)(CC2)C